bromo(cyclohexyl)zinc Br[Zn]C1CCCCC1